lithium nitrate, chloride salt [Cl-].[N+](=O)(O)[O-].[Li+]